FC1=NC(=C2N=CN(C2=N1)C1OCCCC1)NCC1=C(C=CC=C1)I 2-fluoro-6-[(2-iodobenzyl)amino]-9-(tetrahydro-2H-pyran-2-yl)-9H-purine